(R)-1-(5-((4-cyclopropyl-2-methylpiperazin-1-yl)methyl)benzo[d]isoxazol-3-yl)dihydropyrimidine-2,4(1H,3H)-dione C1(CC1)N1C[C@H](N(CC1)CC=1C=CC2=C(C(=NO2)N2C(NC(CC2)=O)=O)C1)C